(2-(3,8-diazabicyclo[3.2.1]octan-8-yl)-6,7-dihydrothiazolo[5,4-c]pyridin-5(4H)-yl)(6-azaspiro[3.4]octan-6-yl)methanone C12CNCC(CC1)N2C=2SC=1CN(CCC1N2)C(=O)N2CC1(CCC1)CC2